indolizidin C1CCN2CCCCC12